1-methyl-4-phenyl-quinoline iodine salt [I].CN1CC=C(C2=CC=CC=C12)C1=CC=CC=C1